COC([C@H](CCCCNC(=O)OC(C)(C)C)NC[C@@H]([C@@H](C)O[Si](C)(C)C(C)(C)C)NC(C(C)C)=O)=O (S)-6-((tert-butoxycarbonyl)amino)-2-((2S,3R)-3-((tert-butyldimethylsilyl)oxy)-2-isobutyrylaminobutylamino)hexanoic acid methyl ester